C(C)OCOC=1C=C(C=O)C=CC1C1=C2C(=C(N=N1)N[C@H]1CN(CCC1)C)C=NC=C2 (R)-3-(ethoxymethoxy)-4-(4-((1-methylpiperidin-3-yl)amino)pyridino[3,4-d]pyridazin-1-yl)benzaldehyde